Benzyl ((1-(2-chloroacetyl)-4-fluoroazepan-4-yl)methyl)carbamate ClCC(=O)N1CCC(CCC1)(F)CNC(OCC1=CC=CC=C1)=O